COC(C1CCN(CC1)C=1C(=C2CN(C(C2=CC1)=O)C1C(NC(CC1)=O)=O)F)OC 3-[5-[4-(dimethoxymethyl)-1-piperidinyl]-4-fluoro-1-oxo-isoindolin-2-yl]piperidine-2,6-dione